BrC1=CC2=C(N(C=N2)C2CC(C2)(O)C)C(=C1)C(F)(F)F (cis)-3-[5-bromo-7-(trifluoromethyl)-1H-1,3-benzimidazol-1-yl]-1-methylcyclobutanol